2-[(4-methylbenzyl)oxy]pyrimidin-4-amine CC1=CC=C(COC2=NC=CC(=N2)N)C=C1